NCCOCC=1C=C(C=CC1)C[C@H](C(=O)OC(C)(C)C)[C@@H]1CN(CC1)C(=O)OC(C)(C)C tert-butyl (3R)-3-[(2S)-3-{3-[(2-aminoethoxy)methyl]phenyl}-1-(tert-butoxy)-1-oxopropane-2-yl]pyrrolidine-1-carboxylate